N(=[N+]=[N-])C(C)(C)C1=CN=C(C2=CN=C(C=C12)Cl)OC(C)CCS(=O)(=O)C 4-(2-Azidopropan-2-yl)-6-chloro-1-((4-(methylsulfonyl)butan-2-yl)oxy)-2,7-naphthyridine